C1(CC1)S(=O)(=O)NC(=N)[C@H]1N2C(N([C@H](CC1)C2)O)=O (2S,5R)-N-(cyclopropylsulfonyl)-6-hydroxy-7-oxo-1,6-diazabicyclo[3.2.1]octan-2-carboxamidine